N-((1r,4r)-4-(3-chloro-4-cyanophenoxy)cyclohexyl)-4-(5-hydroxypentyl)benzamide ClC=1C=C(OC2CCC(CC2)NC(C2=CC=C(C=C2)CCCCCO)=O)C=CC1C#N